((2S,5R)-5-((3-((S)-2,2-difluorocyclopropyl)-1H-pyrrolo[2,3-b]pyridin-4-yl)amino)-2-methylpiperidin-1-yl)prop-2-en-1-one FC1([C@@H](C1)C1=CNC2=NC=CC(=C21)N[C@@H]2CC[C@@H](N(C2)C(C=C)=O)C)F